C(#N)/C(/C(=O)N[C@H](C)C1=CC(=C(C=C1)OC)OC)=C\C1=CNC2=NC=C(C=C21)C2=CC=C(C=C2)S(=O)(=O)N2CCN(CC2)CC (R,E)-2-cyano-N-(1-(3,4-dimethoxyphenyl)ethyl)-3-(5-(4-((4-ethylpiperazin-1-yl)sulfonyl)phenyl)-1H-pyrrolo[2,3-b]pyridin-3-yl)acrylamide